O1C(=CC=C1)N(C1CCC(CC1)=O)C=1OC=CC1 4-(difurylamino)cyclohexanone